4-(6-amino-4-methoxy-pyridin-3-yl)-piperazine-1-carboxylic acid tert-butyl ester C(C)(C)(C)OC(=O)N1CCN(CC1)C=1C=NC(=CC1OC)N